C/C=C(\C)/C(C)C trans-3,4-dimethyl-2-pentene